C(C)(=O)N1/C(/C(C2=CC=CC=C12)=O)=C/C=1SC2=C(N1)C=C(C=C2)\C=C\C(=O)N2CCOCC2 (E)-1-acetyl-2-((5-((E)-3-morpholino-3-oxoprop-1-en-1-yl)benzo[d]thiazol-2-yl)methylene)indolin-3-one